12-chloro-11-fluoro-7-(hydroxymethyl)-5,13-dimethyl-6,7-dihydro-13H-1,15-ethenopyrazolo[4,3-f][1,10,4,8]benzodioxadiazacyclotridecin-4(5H)-one ClC1=C(C=CC2=C1C(OC1=NC3=C(C(N(CC(O2)CO)C)=O)C=NN3C=C1)C)F